4-({[5-(2,3-Dichlorophenyl)-1,3-oxazol-2-yl]methyl}sulfanyl)-6-methyl-1,3,5-triazin-2-amin ClC1=C(C=CC=C1Cl)C1=CN=C(O1)CSC1=NC(=NC(=N1)C)N